N[C@H]1CN(C[C@@H](C1)F)C(=O)C1=CC2=C(N(C(=N2)C=2N(C3=C(C=CC=C3C2)C2CC(C2)C(=O)N(C)C)CC2CC2)C)C(=C1)OC 3-(2-(5-((3R,5R)-3-amino-5-fluoropiperidine-1-carbonyl)-7-methoxy-1-methyl-1H-benzo[d]imidazol-2-yl)-1-(cyclopropylmethyl)-1H-indol-7-yl)-N,N-dimethylcyclobutane-1-carboxamide